tert-Butyl-4-(1-(2-bromo-5-(difluoromethoxy)-4-nitrophenyl)piperidin-4-yl)piperazine-1-carboxylic acid C(C)(C)(C)C1N(CCN(C1)C1CCN(CC1)C1=C(C=C(C(=C1)OC(F)F)[N+](=O)[O-])Br)C(=O)O